dimethyl 1,2-naphthalenedicarboxylate C=1(C(=CC=C2C=CC=CC12)C(=O)OC)C(=O)OC